Cl.C(CCCCCCCCCCCCCCCCC)N 1-octadecylamine hydrochloride